C(CCCCC)([2H])([2H])OC1=NSN=C1C=1C(N(C(CC1)([2H])[2H])C([2H])([2H])[2H])([2H])[2H] 3-((hexyl-1,1-d2)oxy)-4-(1-(methyl-d3)-1,2,5,6-tetrahydropyridin-3-yl-2,2,6,6-d4)-1,2,5-thiadiazole